N-(methyl-d3)ethan-1,1-d2-1-amine C(NC(C)([2H])[2H])([2H])([2H])[2H]